Tris(2,2,2-trifluoroethyl) 8-((4,5-dimethoxy-2-nitrobenzyl)oxy)pyrene-1,3,6-trisulfonate COC1=CC(=C(COC=2C=C(C=3C=CC4=C(C=C(C=5C=CC2C3C54)S(=O)(=O)OCC(F)(F)F)S(=O)(=O)OCC(F)(F)F)S(=O)(=O)OCC(F)(F)F)C=C1OC)[N+](=O)[O-]